COC1=C(CNC2=C3C(=NC=N2)N(N=C3I)C(C)C)C=CC(=C1)OC N-(2,4-dimethoxybenzyl)-3-iodo-1-isopropyl-1H-pyrazolo[3,4-d]pyrimidin-4-amine